FC(S(=O)(=O)C=1N=C2N(N1)C(CC2)C2=CC=CC=C2)(C2=CC=CC=C2)F 2-[difluoro(phenyl)methyl]sulfonyl-5-phenyl-6,7-dihydro-5H-pyrrolo[1,2-b][1,2,4]triazole